dicyanoisophorone CC1=C(C(=O)CC(C1C#N)(C)C)C#N